(R)-6-((1-(4-bromophenyl)Pyrrolidin-3-yl)methyl)-2,5,7-trimethyl-[1,2,4]Triazolo[1,5-a]Pyrimidine BrC1=CC=C(C=C1)N1C[C@@H](CC1)CC=1C(=NC=2N(C1C)N=C(N2)C)C